5-(1,8-naphthyridin-3-yl)-N-(3,3,3-trifluoro-2,2-dimethylpropyl)pyrrolo[2,1-f][1,2,4]triazin-2-amine N1=CC(=CC2=CC=CN=C12)C=1C=CN2N=C(N=CC21)NCC(C(F)(F)F)(C)C